6-(trifluoromethyl)-2,3-dihydroquinazolin-4(1H)-one-7-d FC(C=1C=C2C(NCNC2=CC1[2H])=O)(F)F